ClC=1C=C(C=C(C1)C=1N(N=C2C(NCCC21)C)C)C2(CC2)C(=O)OC methyl 1-[3-chloro-5-(2,7-dimethyl-4,5,6,7-tetrahydropyrazolo[3,4-c]pyridine-3-yl)phenyl]cyclopropanecarboxylate